FN1C2(CC(C3=CC=CC=C13)=O)CCN(CC2)C(=O)N(C)CC2=CC=C(C=C2)F fluoro-N-(4-fluorobenzyl)-N-methyl-4'-oxo-3',4'-dihydro-1'H-spiro[piperidine-4,2'-quinoline]-1-carboxamide